COC1=C(C=C2CCCC2=C1)S(=O)(=O)NC1=NOC2=C1C(=CC(=C2)OC2=NC=C(C=C2)[N+](=O)[O-])OC 6-methoxy-N-(4-methoxy-6-((5-nitropyridin-2-yl)oxy)benzo[d]isoxazol-3-yl)-2,3-dihydro-1H-indene-5-sulfonamide